BrC1=CC(=CC(=C1)S(=O)(=O)C)F 1-Bromo-3-fluoro-5-(methylsulfonyl)benzene